4-n-propyl-benzyl alcohol C(CC)C1=CC=C(CO)C=C1